C1=C(C2=C(N=CN=C2N1[C@H]3[C@@H]([C@@H]([C@H](O3)CO)O)O)N)C(=O)O The molecule is an N-glycosylpyrrolopyrimidine that is tubercidin in which the hydrogen at position 5 of the pyrrolopyrimidine moiety has been replaced by a carboxy group. It is a nucleoside analogue and a N-glycosylpyrrolopyrimidine. It derives from a tubercidin.